[Br-].C(C=C)[NH3+] prop-2-en-1-aminium bromide